6-[4-(5-chloro-1-methylindol-3-yl)piperidine-1-carbonyl]-7-fluoro-4H-1,4-benzoxazin-3-one ClC=1C=C2C(=CN(C2=CC1)C)C1CCN(CC1)C(=O)C=1C(=CC2=C(NC(CO2)=O)C1)F